4-[2-[4-[5-isopropyl-1-[4-(trifluoromethoxy)phenyl]pyrazol-3-yl]-1-piperidyl]ethyl]morpholine C(C)(C)C1=CC(=NN1C1=CC=C(C=C1)OC(F)(F)F)C1CCN(CC1)CCN1CCOCC1